methyl 3,3-dibromo-6-chloro-2-oxo-1-((2-(trimethylsilyl)ethoxy)methyl)-2,3-dihydro-1H-pyrrolo[2,3-b]pyridine-4-carboxylate BrC1(C(N(C=2N=C(C=C(C21)C(=O)OC)Cl)COCC[Si](C)(C)C)=O)Br